1,6-dicyano-3-hexene C(#N)CCC=CCCC#N